2,5-dichlorobenzyl-hydrazine ClC1=C(CNN)C=C(C=C1)Cl